propane-1,3-diylbis(5-ethyl-1,3-dioxane-2,5-diyl)dimethanol C(CCC1OCC(CO1)(CC)CO)C1OCC(CO1)(CC)CO